C(C1=CC=CC=C1)OC1(C2=NN=C(C=3C(=CC(=C(N4CCCC4CCC=CCC1)N3)C(F)(F)F)NC(OC(C)(C)C)=O)O2)C(F)(F)F tert-Butyl N-[6-(benzyloxy)-6,19-bis(trifluoromethyl)-23-oxa-3,4,17,22-tetraazatetracyclo[16.3.1.12,5.013,17]tricosa-1(22),2,4,9,18,20-hexaen-21-yl]carbamate